BrC=1C=C(C(=NC1)N(C(C(=O)OCC)=O)C1CCN(CC1)C(=O)OC(C)(C)C)[N+](=O)[O-] tert-butyl 4-(N-(5-bromo-3-nitropyridin-2-yl)-2-ethoxy-2-oxoacetamido)piperidine-1-carboxylate